C(#C)C=1C=C(C=CC1)NC(OC(C)(C)C)=O tert-Butyl (3-ethynylphenyl)carbamate